N1CC(C1)CN1C(C(N(C(C1([2H])[2H])([2H])[2H])C=1C(=C2C(N(C(C2=CC1F)=O)C1C(NC(CC1)=O)=O)=O)F)([2H])[2H])([2H])[2H] 5-(4-(azetidin-3-ylmethyl)piperazin-1-yl-2,2,3,3,5,5,6,6-d8)-2-(2,6-dioxopiperidin-3-yl)-4,6-difluoroisoindoline-1,3-dione